sodium (3S,3'S)-4,4'-(ethane-1,2-diylbis(disulfanediyl))bis(3-azidobutane-1-sulfinate) C(CSSC[C@H](CCS(=O)[O-])N=[N+]=[N-])SSC[C@H](CCS(=O)[O-])N=[N+]=[N-].[Na+].[Na+]